CC1=C(C(=CC(=C1)C)C)S(=O)(=O)[O-].N[N+]1=CC(=CC(=C1)F)Br 1-amino-3-bromo-5-fluoropyridin-1-ium 2,4,6-trimethyl-benzenesulfonate